4-(3-(4-Methoxyphenyl)-1,2,4-oxadiazol-5-yl)-N-((1-methylpyrrolidin-3-yl)methyl)piperazine COC1=CC=C(C=C1)C1=NOC(=N1)N1CCN(CC1)CC1CN(CC1)C